The molecule is a disaccharide derivative that is alpha-mannobiose in which the hydroxy group at position 3 of each mannose residue has been substituted by a methyl group. It derives from an alpha-mannobiose. CO[C@H]1[C@@H]([C@H](O[C@@H]([C@H]1O)O[C@@H]2[C@H](O[C@@H]([C@H]([C@H]2OC)O)O)CO)CO)O